tetramethyl-urea phosphate P(=O)(O)(O)O.CN(C(N(C)C)=O)C